[NH4+].C(CCC)NC([S-])=S.[Cu] copper butyldithiocarbamate, ammonium salt